C(C)(C)(C)C1=C(C2=C(N=CN=C2O)O1)C(=O)O 6-(tert-Butyl)-4-hydroxyfuro[2,3-d]pyrimidine-5-carboxylic acid